1,2,16-hexadecanetriol C(C(CCCCCCCCCCCCCCO)O)O